3-(5-(difluoromethyl)-1,3,4-thiadiazol-2-yl)-N-(1-(fluoromethyl)cyclopropyl)-8-(1-oxa-7-azaspiro[3.5]nonan-7-yl)-[1,2,4]triazolo[4,3-a]pyridine-6-sulfonamide FC(C1=NN=C(S1)C1=NN=C2N1C=C(C=C2N2CCC1(CCO1)CC2)S(=O)(=O)NC2(CC2)CF)F